C(#N)C1(CN(C1)C(=O)OC(C)(C)C)CC=1N(N=CC1)C tert-butyl 3-cyano-3-[(2-methylpyrazol-3-yl)methyl]azetidine-1-carboxylate